2-(1-((1r,4r)-4-(cyanomethyl)cyclohexyl)-1,6-dihydroimidazo[4,5-d]pyrrolo[2,3-b]pyridin-2-yl)-N-(pyridin-4-yl)acetamide C(#N)CC1CCC(CC1)N1C(=NC=2C1=C1C(=NC2)NC=C1)CC(=O)NC1=CC=NC=C1